P(O)(=O)(OP(=O)(O)OP(=O)(O)O)OC[C@@H]1[C@H]([C@H]([C@@H](O1)N1C(=O)NC(=O)C=C1)N)O 2'-amino-2'-deoxy-uridine triphosphate